FC1=C(C(=CC(=C1)F)F)B(C1=C(C=C(C=C1F)F)F)C1=C(C=C(C=C1F)F)F tris(2,4,6-trifluorophenyl)boron